(4-(6-((4-cyano-2-fluorobenzyl)oxy)-4-(1-methyl-1H-pyrazol-4-yl)pyridin-2-yl)-2-fluorobenzyl)-1-(2-methoxyethyl)-1H-benzo[d]imidazole-6-carboxylic acid C(#N)C1=CC(=C(COC2=CC(=CC(=N2)C2=CC(=C(CC3=NC4=C(N3CCOC)C=C(C=C4)C(=O)O)C=C2)F)C=2C=NN(C2)C)C=C1)F